4-Iodo-2-(methoxymethyl)pyridine IC1=CC(=NC=C1)COC